S(=O)(=O)(O)C(C(C(=O)OCC(CO)(CO)CO)(S(=O)(=O)O)S(=O)(=O)O)(C)S(=O)(=O)O pentaerythritol tetrasulfobutyrate